(2R,4S)-4-Ethoxy-N-(3-(2-((3-methoxy-1-methyl-1H-pyrazol-4-yl)amino)-5-methylpyrimidine-4-yl)-1H-indol-7-yl)-1-(1-methylpiperidin-4-yl)pyrrolidine-2-carboxamide C(C)O[C@H]1C[C@@H](N(C1)C1CCN(CC1)C)C(=O)NC=1C=CC=C2C(=CNC12)C1=NC(=NC=C1C)NC=1C(=NN(C1)C)OC